N1CC(C1)CCN(C1=CC=C(C=C1)C1(CC1)C#N)C1=C(C=CC(=C1)C=1C(=NOC1C)C)C 1-(4-((2-(Azetidin-3-yl)ethyl)(5-(3,5-dimethylisoxazol-4-yl)-2-methylphenyl)amino)phenyl)cyclopropane-1-nitrile